O(C1=CC=CC=C1)C1=NC(=NC2=CC=CC=C12)NS(=O)(=O)C1=CC=CC=C1 N-(4-phenoxyquinazolin-2-yl)benzenesulfonamide